C(C\C=C/CC)OC(C(C)C)=O 2-methyl-propionic acid (3Z)-3-hexen-1-yl ester